BrC=1C2=C(C=NC1)C=NN2COCC[Si](C)(C)C 2-[(7-bromopyrazolo[4,3-c]pyridin-1-yl)methoxy]ethyl-trimethyl-silane